ClC1=C(OC2CC3C(CNC3)C2)C=CC(=C1)[N+](=O)[O-] 5-(2-chloro-4-nitrophenoxy)octahydrocyclopenta[c]pyrrole